N1(C=NC=C1)C1=CC=C(CN(C=2SC=C(N2)CN2CCOCC2)CC2=CC(=CC=C2)OC)C=C1 N-(4-(1H-imidazol-1-yl)benzyl)-N-(3-methoxybenzyl)-4-(morpholinomethyl)thiazol-2-amine